3,6-Di-tert-butyl-9-(2,5-dibromo-3-fluorophenyl)-9H-carbazole C(C)(C)(C)C=1C=CC=2N(C3=CC=C(C=C3C2C1)C(C)(C)C)C1=C(C(=CC(=C1)Br)F)Br